ClCC1CNC=2C=C(C3=C(C12)C(=CN3)C)O 8-(chloromethyl)-1-methyl-3,6,7,8-tetrahydropyrrolo[3,2-e]indol-4-ol